(S)-2-((4-(5-((4-chloro-2-fluorobenzyl)oxy)-2,4-difluorophenyl)piperazin-1-yl)methyl)-1-(oxetan-2-ylmethyl)-1H-benzo[d]imidazole-6-carboxylic acid ClC1=CC(=C(COC=2C(=CC(=C(C2)N2CCN(CC2)CC2=NC3=C(N2C[C@H]2OCC2)C=C(C=C3)C(=O)O)F)F)C=C1)F